3-((2-(3-(dimethylamino)azetidine-1-carbonyl)-3-hydroxypyridin-4-yl)amino)-4-((2,6,6-trimethyl-4,5,6,7-tetrahydrobenzo[d]thiazol-7-yl)amino)cyclobut-3-ene-1,2-dione CN(C1CN(C1)C(=O)C1=NC=CC(=C1O)NC=1C(C(C1NC1C(CCC=2N=C(SC21)C)(C)C)=O)=O)C